1,3-diaminopropane dihydrobromide Br.Br.NCCCN